tert-butyl (3S,4R)-3-({[3,5-bis(trifluoromethyl)phenyl]carbamoyl}amino)-4-(5-fluoropyridin-2-yl)pyrrolidine-1-carboxylate FC(C=1C=C(C=C(C1)C(F)(F)F)NC(=O)N[C@@H]1CN(C[C@H]1C1=NC=C(C=C1)F)C(=O)OC(C)(C)C)(F)F